4-(chloromethyl)thiazole hydrochloride Cl.ClCC=1N=CSC1